C[C@@H]1N(C[C@H](N(C1)C(C)C=1C=C2N=CC=NC2=CC1)C)C=1C=2C(N(C(C1)=O)C)=CN(N2)C2(CN(C2)S(=O)(=O)CC)CC#N 2-(3-(7-((2S,5R)-2,5-dimethyl-4-(1-(quinoxalin-6-yl)ethyl)piperazin-1-yl)-4-methyl-5-oxo-4,5-dihydro-2H-pyrazolo[4,3-b]pyridin-2-yl)-1-(ethylsulfonyl)azetidin-3-yl)acetonitrile